{3-[4-(5-Chloropyridin-2-yl)-6-oxo-1,6-dihydropyrimidin-2-yl]benzyl}carbamic acid tert-butyl ester C(C)(C)(C)OC(NCC1=CC(=CC=C1)C=1NC(C=C(N1)C1=NC=C(C=C1)Cl)=O)=O